C(C)(C)(C)[SiH](C)C Tert-butyl-dimethyl-silane